(R)-6-chloro-3-((1-(2-(4,4-difluoropiperidin-1-yl)-6-ethynyl-3-methyl-4-oxo-3,4-dihydroquinazolin-8-yl)ethyl)amino)picolinic acid ClC1=CC=C(C(=N1)C(=O)O)N[C@H](C)C=1C=C(C=C2C(N(C(=NC12)N1CCC(CC1)(F)F)C)=O)C#C